tert-Butyl N-[1-[[4-[2-(2-amino-3-pyridyl)-6-phenyl-imidazo[4,5-b]pyridin-3-yl]phenyl]methyl]-4-piperidyl]carbamate NC1=NC=CC=C1C1=NC=2C(=NC=C(C2)C2=CC=CC=C2)N1C1=CC=C(C=C1)CN1CCC(CC1)NC(OC(C)(C)C)=O